N[C@@H]1[C@H](CC(CC1)=C)CC=1C=C2CN(C(C2=CC1)=O)C1C(NC(CC1)=O)=O 3-(5-(((1R,2S)-2-amino-5-methylenecyclohexyl)methyl)-1-oxoisoindolin-2-yl)piperidine-2,6-dione